diphenyl-(2-phenylpropyl)silane C1(=CC=CC=C1)[SiH](CC(C)C1=CC=CC=C1)C1=CC=CC=C1